2,2'-(([1,2,5]Oxadiazolo[3,4-b]pyrazine-5,6-diylbis(azanediyl))bis(4,1-phenylene))bis(ethan-1-ol) N=1ON=C2C1N=C(C(=N2)NC2=CC=C(C=C2)CCO)NC2=CC=C(C=C2)CCO